Cl.ClC1=C(CN)C=CC(=C1)Cl 2,4-dichlorobenzylamine hydrochloride